C(C)(C)(C)OC(=O)N1C[C@H](CC1)NC1=C2C=CC=NC2=C(C=C1)C(NC)=O (S)-3-((8-(methylcarbamoyl)quinolin-5-yl)amino)pyrrolidine-1-carboxylic acid tert-butyl ester